ClC=1C(=CC(=C(C1)NC=1C2=C(N=CN1)C=CC(=N2)N2[C@@H]1CN[C@H](C2)C1)F)OC1=NN(C=C1)C N-[5-chloro-2-fluoro-4-(1-methylpyrazol-3-yl)oxy-phenyl]-6-[(1S,4S)-2,5-diazabicyclo[2.2.1]heptan-2-yl]pyrido[3,2-d]pyrimidin-4-amine